ethyl-silicon sulfide C(C)[Si]=S